ethyl 3-bromo-4,5-dihydroisoxazole-5-carboxylate BrC1=NOC(C1)C(=O)OCC